FC(OC1=C(C(=CC=C1)C1=CC=CC=C1)N)(F)F trifluoromethoxy-[1,1'-biphenyl]-2-amine